1-Methyl-2-(6-trifluoromethoxy-benzothiazol-2-ylamino)-1H-benzoimidazole-5-carboxylic acid methylcarbamoylmethyl-amide CNC(=O)CNC(=O)C1=CC2=C(N(C(=N2)NC=2SC3=C(N2)C=CC(=C3)OC(F)(F)F)C)C=C1